((2R,4S,5R)-4-(dimethylamino)-5-methoxytetrahydro-2H-pyran-2-yl)((S)-1-(4-fluorophenyl)-3,4-dihydroisoquinolin-2(1H)-yl)methanone CN([C@H]1C[C@@H](OC[C@@H]1OC)C(=O)N1[C@H](C2=CC=CC=C2CC1)C1=CC=C(C=C1)F)C